FC1=C(C=C(C=C1)NC(=O)C1=C(N(C(=C1C)C(C(=O)NC1[C@H]2C(C[C@@H](C1)C2)O)=O)C)C)C N-(4-fluoro-3-methylphenyl)-5-(2-(((1S,4R)-6-hydroxybicyclo[2.2.1]heptan-2-yl)amino)-2-oxoacetyl)-1,2,4-trimethyl-1H-pyrrole-3-carboxamide